ClC=1C=C(C=CC1C)NCCC(C)(C)C=1C=C(C=CC1)NC=1C(N(C(C1)=O)C1C(NC(CC1)=O)=O)=O 3-(3-((3-(4-((3-chloro-4-methylphenyl)amino)-2-methylbutan-2-yl)phenyl)amino)-2,5-dioxo-2,5-dihydro-1H-pyrrol-1-yl)piperidine-2,6-dione